O=C1NC(CCC1N1C2=C(C3=CC=C(C=C13)CCCOCCOCCNC(OC(C)(C)C)=O)C=CC=N2)=O tert-butyl (2-(2-(3-(9-(2,6-dioxopiperidin-3-yl)-9H-pyrido[2,3-b]indol-7-yl)propoxy)ethoxy)ethyl)carbamate